FC(C1=C(CNCCC2=C(C=C(C(=C2)OC)I)OC)C=CC=C1)(F)F N-[2-(trifluoromethyl)benzyl]-1-(2,5-dimethoxy-4-iodophenyl)-2-aminoethane